benzyl (2S)-4-(7-(8-chloro-3,4-dihydroquinolin-1(2H)-yl)-2-(((S)-1-methylpyrrolidin-2-yl)methoxy)-5,6,7,8-tetrahydroquinazolin-4-yl)-2-(cyanomethyl)piperazine-1-carboxylate ClC=1C=CC=C2CCCN(C12)C1CCC=2C(=NC(=NC2C1)OC[C@H]1N(CCC1)C)N1C[C@@H](N(CC1)C(=O)OCC1=CC=CC=C1)CC#N